CC(CC(=O)O)CC(CCC)C 3,5-dimethyloctanoic acid